Cl.CN(CC(=O)O)C 2-(dimethylamino)acetic acid-hydrochloride